[N+](=O)([O-])C([N+](=O)[O-])([N+](=O)[O-])[N+](=O)[O-] tetranitromethane